C(CCCCCCCCCCCCCCC)(=O)OCC(COC(CCCCCCCCCCCCCCC)=O)OC(CCCCCCCCCCCOC(CC\C(=C\CC=1C(=C2C(OCC2=C(C1OC)C)=O)O)\C)=O)=O (E)-2-((12-((6-(4-hydroxy-6-methoxy-7-methyl-3-oxo-1,3-dihydro isobenzofuran-5-yl)-4-methylhex-4-enoyl)oxy)dodecanoyl)oxy)propane-1,3-diyl dipalmitate